FC=1C=CC(=NC1)N 5-fluoro-2-aminopyridine